ClC=1SC(=CN1)CN1C(NCC1)N[N+](=O)[O-] 1-(2-chloro-5-thiazolylmethyl)-nitroimidazolidine-2-ylamine